(R)-N-cyclobutyl-3-(4-(((R)-1-(3-(difluoromethyl)-2-fluorophenyl)ethyl)amino)quinolin-6-yl)-3-methoxypyrrolidine-1-carboxamide C1(CCC1)NC(=O)N1C[C@](CC1)(OC)C=1C=C2C(=CC=NC2=CC1)N[C@H](C)C1=C(C(=CC=C1)C(F)F)F